ethyl 6-ethyl-4-hydroxy-1,7-naphthyridine-8-carboxylate C(C)C=1C=C2C(=CC=NC2=C(N1)C(=O)OCC)O